N-[6-morpholino-2-[(2R)-2-morpholino-propyl]-1-oxo-isoindolin-5-yl]pyrazolo[1,5-a]pyrimidine-3-carboxamide O1CCN(CC1)C1=C(C=C2CN(C(C2=C1)=O)C[C@@H](C)N1CCOCC1)NC(=O)C=1C=NN2C1N=CC=C2